(±)-2-(2-(3'-(Aminomethyl)-[1,1'-biphenyl]-3-yl)-3-oxo-3,4-dihydro-2H-benzo[b][1,4]oxazin-8-yl)acetic acid NCC=1C=C(C=CC1)C1=CC(=CC=C1)[C@@H]1C(NC2=C(O1)C(=CC=C2)CC(=O)O)=O |r|